(4-hydroxypiperidin-1-yl)(methyl-sulfinyl)methanone OC1CCN(CC1)C(=O)S(=O)C